(4-(3,8-diazabicyclo[3.2.1]-octan-3-yl)-2-((tetrahydro-1H-pyrrolizin-7a(5H)-yl)-methoxy)-5,6,8,9-tetrahydro-7H-pyrimido[4,5-d]azepin-7-yl)(3-hydroxynaphthalen-1-yl)methanone C12CN(CC(CC1)N2)C2=NC(=NC=1CCN(CCC12)C(=O)C1=CC(=CC2=CC=CC=C12)O)OCC12CCCN2CCC1